BrC1=C(C=C(C(=C1)F)OC1CC1)[N+](=O)[O-] 1-bromo-4-cyclopropoxy-5-fluoro-2-nitrobenzene